4-[5-(3,4-difluorophenyl)-1-(2,2-dimethylpropanoyl)-6-isopropyl-pyrrolo[2,3-f]indazol-7-yl]cyclohexanone FC=1C=C(C=CC1F)N1C(=C(C2=C1C=C1C=NN(C1=C2)C(C(C)(C)C)=O)C2CCC(CC2)=O)C(C)C